ClC1=CC=C2C(=N1)N=C(O2)N2CCN(CC2)C(=O)C2=CC(=C(C=C2)C=2N=NN(N2)CC(C)(C)C)C [4-(5-chlorooxazolo[4,5-b]pyridin-2-yl)piperazin-1-yl]-[4-[2-(2,2-dimethylpropyl)tetrazol-5-yl]-3-methyl-phenyl]methanone